C(CCC\C=C/C\C=C/C\C=C/C\C=C/CCCCC)(=O)OCCCCCCCC\C=C\CCCCCCCC elaidyl arachidonate